C(CCCCCCCC=CCCCCCCCC)(=O)N[C@@H](CC1=CC=CC=C1)C(=O)O N-(9-octadecenoyl)phenylalanine